NCCC(=O)N[C@@H](CC1=CN(C=N1)C)C(=O)O beta-alanyl-1-methyl-histidine